BrC=1C=CC=C2C=CC=C(C12)CCO 2-(8-bromonaphthalene-1-yl)ethane-1-ol